(1R,3S)-3-(5-{2-[3-(benzyloxy)-2-formylphenoxy]acetamido}-2H-pyrazol-3-yl)cyclopentyl N-cyclopropylcarbamate C1(CC1)NC(O[C@H]1C[C@H](CC1)C=1NN=C(C1)NC(COC1=C(C(=CC=C1)OCC1=CC=CC=C1)C=O)=O)=O